(Sa)-2-amino-spiro[3.3]heptane-6-carboxylic acid methyl ester hydrochloride Cl.COC(=O)C1CC2(CC(C2)N)C1